OC1=NC(=C2NC=NC2=N1)N 2-hydroxyadenine